NC1=CC=CC(=N1)S(=O)(=O)NC(=O)C=1C(=NC(=CC1)C1=C(C=CC=C1)C)OC1=C(C=C(C=C1C)C)C N-[(6-Amino-2-pyridyl)sulfonyl]-6-(o-tolyl)-2-(2,4,6-trimethylphenoxy)pyridin-3-carboxamid